ClC1=C2C(=NC=C1C=1C=C(C=CC1)N1C(CN(CC1)CCCOC1CCNCC1)=O)NC=C2C2CC2 1-(3-(4-chloro-3-cyclopropyl-1H-pyrrolo[2,3-b]pyridin-5-yl)phenyl)-4-(3-(piperidin-4-yloxy)propyl)piperazin-2-one